2-hydrazino-6-(4-isopropyl-4H-1,2,4-triazol-3-yl)pyridine N(N)C1=NC(=CC=C1)C1=NN=CN1C(C)C